2-(p-tolyl)acetic acid C1(=CC=C(C=C1)CC(=O)O)C